2,6-diisopentenylphenol C(CC(=C)C)C1=C(C(=CC=C1)CCC(=C)C)O